2,3,4-tri-O-methyl-1,5,6-triacetyl-D-glucitol CO[C@@H](C(O)C(C)=O)[C@@H](OC)[C@H](OC)[C@](O)(C(O)C(C)=O)C(C)=O